1-(6-chloro-2-fluoro-7H-purin-7-yl)hexan-1-one ClC1=C2N(C=NC2=NC(=N1)F)C(CCCCC)=O